2-hydroxy-5,6-bis(hydroxymethyl)norbornane OC1C2C(C(C(C1)C2)CO)CO